N[C@@H]1CN(CCC1(F)F)C1=NC2=C(N1CC1=CC=C(C#N)C=C1)C=C(C=C2)OC (R)-4-((2-(3-Amino-4,4-difluoropiperidin-1-yl)-6-methoxy-1H-benzo[d]imidazol-1-yl)methyl)benzonitril